2,4-dichloro-α-methyl-3-pyridinemethanol ClC1=NC=CC(=C1C(O)C)Cl